N1(CCOCC1)C1=C(C(=O)O)C=CC=C1 2-(morpholin-4-yl)benzoic acid